1-(1-(allyloxy)ethoxy)butane C(C=C)OC(C)OCCCC